(2-(trimethylsilyl)ethoxy(methyl)methyl)-7H-pyrrolo[2,3-d]pyrimidine Sodium iron (III) ethylenediaminetetraacetate C(CN(CC(=O)[O-])CC(=O)[O-])N(CC(=O)[O-])CC(=O)[O-].[Fe+3].[Na+].C[Si](CCOC(C)C=1N=CC2=C(N1)NC=C2)(C)C